1-(3-(1-aminoethyl)phenyl)pyrrolidin-2-one tert-butyl-(S)-(1-(3-(4-(1H-benzo[d]imidazol-1-yl)picolinamido)-5-(4-methyl-1H-imidazol-1-yl)benzyl)piperidin-3-yl)carbamate C(C)(C)(C)N(C(O)=O)[C@@H]1CN(CCC1)CC1=CC(=CC(=C1)N1C=NC(=C1)C)NC(C1=NC=CC(=C1)N1C=NC2=C1C=CC=C2)=O.NC(C)C=2C=C(C=CC2)N2C(CCC2)=O